[I-].C1(CCCCC1)[C@H](C)NC(=O)OC[N+]1=CC(=CC=C1)C(NCCO[N+](=O)[O-])=O (S)-1-(((1-cyclohexylethylcarbamoyl)oxy)methyl)-3-((2-(nitroxy)ethyl)carbamoyl)pyridine-1-ium iodide